NC1=C(C=CC(=C1)Cl)B(O)O 2-AMINO-4-CHLOROPHENYL-BORONIC ACID